tert-Butyl 6-(4-formylbenzyl)indoline-1-formate C(=O)C1=CC=C(CC2=CC=C3CCN(C3=C2)C(=O)OC(C)(C)C)C=C1